C(C)C1N(C(C(=C1)O)=O)[C@@H](C)CC ethyl-1-[(2S)-butan-2-yl]-4-hydroxy-5-oxo-2,5-dihydro-1H-pyrrole